(3R)-2'-{6-amino-5-[(1R)-1-(3-fluoropyridin-2-yl)ethoxy]pyridin-3-yl}-N-ethyl-5',6'-dihydrospiro[pyrrolidine-3,4'-pyrrolo[1,2-b]pyrazole]-1-carboxamide NC1=C(C=C(C=N1)C=1C=C2N(N1)CC[C@]21CN(CC1)C(=O)NCC)O[C@H](C)C1=NC=CC=C1F